(1R,3aS,10aR)-5-chloro-1-[(1E,3ξ)-3-hydroxy-3-(3-phenyl-3-oxetanyl)-1-propen-1-yl]-2,3,3a,9,10,10a-hexahydro-1H-benzo[b]cyclopenta[f]oxepine-6-carboxylic acid ClC1=C(C=CC2=C1O[C@@H]1[C@H](CC2)[C@H](CC1)\C=C\C(C1(COC1)C1=CC=CC=C1)O)C(=O)O